ClC=1C=C(CN2C3=CC=C(C=C3C=3C=CN=C(C23)C)NC(=O)NC2=CC=C(C=C2)C(F)(F)F)C=CC1 1-(9-(3-chlorobenzyl)-1-methyl-β-carbolin-6-yl)-3-(4-(trifluoromethyl)phenyl)urea